6-chloro-3,4-dihydro-2H-1,4-benzoxazine ClC=1C=CC2=C(NCCO2)C1